oxygen krypton [Kr].[O]